3-(2-amino-[1,2,4]triazolo[1,5-a]pyridin-7-yl)-N-(3-(4-chlorophenyl)-3-fluorobutyl)-2-fluoro-6-methylbenzamide NC1=NN2C(C=C(C=C2)C=2C(=C(C(=O)NCCC(C)(F)C3=CC=C(C=C3)Cl)C(=CC2)C)F)=N1